N-(4-(1H-pyrazol-4-yl)phenyl)-3-amino-2-(benzyloxy)propanamide dihydrochloride Cl.Cl.N1N=CC(=C1)C1=CC=C(C=C1)NC(C(CN)OCC1=CC=CC=C1)=O